ClC1=C(C(=NC(=N1)SCCC)NCCCCCC)N 6-Chloro-N4-hexyl-2-(propylsulfanyl)pyrimidine-4,5-diamine